ClC1=CC2=C([C@@H](SC2)[C@H]2O[C@H]([C@@H]([C@@H]2O)O)N2C=CC3=C2N=CN=C3C)C=C1 (2S,3S,4R,5R)-2-((R)-5-chloro-1,3-dihydrobenzo[c]thiophen-1-yl)-5-(4-methyl-7H-pyrrolo[2,3-d]pyrimidin-7-yl)tetrahydrofuran-3,4-diol